BrC=1C(=NC(=NC1)NC1=C(C=C(C(=C1)CC)N1CCC(CC1)N1CCN(CCC1)C)OC)NC=1C(=C2N=CC=NC2=CC1)NS(=O)(=O)C N-(6-((5-bromo-2-((5-ethyl-2-methoxy-4-(4-(4-methyl-1,4-diazepan-1-yl)piperidin-1-yl)phenyl)amino)pyrimidin-4-yl)amino)quinoxalin-5-yl)methanesulfonamide